[(9S,10S)-10-acetyloxy-8,8-dimethyl-2-oxo-9,10-dihydropyrano[2,3-f]chromen-9-yl] (Z)-2-methylbut-2-enoate C/C(/C(=O)O[C@@H]1C(OC2=CC=C3C(=C2[C@@H]1OC(C)=O)OC(C=C3)=O)(C)C)=C/C